ClC1=C2C=C(NC2=CC=C1Cl)C(=O)N1CC(NCC1)=O 4-(4,5-dichloro-1H-indole-2-carbonyl)piperazin-2-one